CC1CCN(CC1)C1=NN(C(C=C1)=O)CC(=O)O [3-(4-Methylpiperidin-1-yl)-6-oxopyridazin-1(6H)-yl]acetic Acid